1-(3,5-Dimethoxy-4-(1-methylallyloxy)phenyl)-2-nitropropene COC=1C=C(C=C(C1OC(C=C)C)OC)C=C(C)[N+](=O)[O-]